BrC1=NC=C(C(=C1F)N)C 2-bromo-3-fluoro-5-methylpyridin-4-amine